O\C(=C(/C(=O)O)\O)\C=C\C(=O)O dihydroxymuconic acid